2-(tetrahydro-2H-pyran-4-yl)-6-((4-(trifluoromethoxy)phenyl)sulfonyl)-2,6-diazaspiro[3.3]heptane O1CCC(CC1)N1CC2(C1)CN(C2)S(=O)(=O)C2=CC=C(C=C2)OC(F)(F)F